ClC1=C(CN[C@H](C)C2=CC=CC=C2)C(=CC=C1)Cl 2,6-dichloro-N-[(1R)-1-phenylethyl]-benzylamine